N1(CCC1)CCC(=O)NC(C)(C)C1=C(C(=CC=C1)F)C 3-(azetidin-1-yl)-N-(2-(3-fluoro-2-methyl-phenyl)propan-2-yl)propanamide